10-(1-((6-chloro-2'-(dimethylamino)-[2,4'-bipyridin]-3-yl)amino)ethyl)-8-methyl-4,5-dihydro-3H,6H-2,2a,5a-triazaaceanthrylen-6-one ClC1=CC=C(C(=N1)C1=CC(=NC=C1)N(C)C)NC(C)C=1C=C(C=C2C(N3CCCN4N=CC(C12)=C43)=O)C